FC1(C[C@@H](CC1)NC1=NC(=NC(=N1)N[C@@H]1CC(CC1)(F)F)C1=NC(=CN=C1)C(F)(F)F)F N2-((R)-3,3-difluorocyclopentyl)-N4-((S)-3,3-difluorocyclopentyl)-6-(6-(trifluoromethyl)pyrazin-2-yl)-1,3,5-triazine-2,4-diamine